OC(COC1=C(C=O)C=CC=C1)C 2-(2-hydroxypropoxy)benzaldehyde